NC1=C(C(=NC=C1)Cl)/C=C/C(=O)OCC ethyl (E)-3-(4-amino-2-chloropyridin-3-yl)acrylate